ClC1=CC2=C(OCCO2)C=C1N(C(C1=CC(=CC=C1)N1N=C(C(=C1C)Cl)C)=O)C N-(6-chloro-2,3-dihydro-1,4-benzodioxin-7-yl)-3-(4-chloro-3,5-dimethyl-pyrazol-1-yl)-N-methyl-benzamide